3-[bromo(difluoro)methyl]-6-[6-[rac-(1R)-2,2,2-trifluoro-1-methyl-ethoxy]-3-pyridyl]-[1,2,4]triazolo[4,3-a]pyrazine BrC(C1=NN=C2N1C=C(N=C2)C=2C=NC(=CC2)O[C@@H](C(F)(F)F)C)(F)F |r|